N-(3-(difluoromethoxy)-4-(6-((3-methoxypyrazin-2-yl)amino)-3-((2-morpholinoethyl)amino)-1H-pyrazolo[4,3-c]pyridin-1-yl)phenyl)propane-1-sulfonamide FC(OC=1C=C(C=CC1N1N=C(C=2C=NC(=CC21)NC2=NC=CN=C2OC)NCCN2CCOCC2)NS(=O)(=O)CCC)F